5-(5-(2-fluoro-5-(methylamino)-5,6,7,8-tetrahydronaphthalen-1-yl)-1H-pyrazolo[3,4-c]pyridin-3-yl)-N-methylpyridinecarboxamide FC1=C(C=2CCCC(C2C=C1)NC)C=1C=C2C(=CN1)NN=C2C=2C=CC(=NC2)C(=O)NC